3-[7-fluoro-6-[1-[(4-methoxyphenyl)methyl]pyrazol-4-yl]benzofuran-3-yl]piperidine-2,6-dione FC1=C(C=CC=2C(=COC21)C2C(NC(CC2)=O)=O)C=2C=NN(C2)CC2=CC=C(C=C2)OC